NC1=NC(=NC(=C1OC(NC)=O)N)C1=NN(C2=NC=CC=C21)CC2=C(C=CC=C2)F [4,6-diamino-2-[1-[(2-fluorophenyl)methyl]-1H-pyrazolo[3,4-b]pyridin-3-yl]-5-pyrimidinyl]-N-methylcarbamate